ClS(=O)(=O)C1=CC(=CC=C1)S(=O)(=O)Cl 1,3-Bischlorosulfonylbenzol